p-toluenesulfinic acid ethyl ester C(C)OS(=O)C1=CC=C(C)C=C1